NC1=CC=C(C(=N1)C(=O)O)N1N=CC=N1 6-amino-3-(2H-1,2,3-triazol-2-yl)picolinic acid